N1(C=NC=C1)C=1C=C(C(=O)NC2(CS(CC2)(=O)=O)C)C=CC1 3-(1H-imidazol-1-yl)-N-(3-methyl-1,1-dioxidotetrahydrothiophen-3-yl)benzamide